(S)-2-((R)-2-oxo-4-propylpyrrolidine-1-yl)butanamide O=C1N(C[C@@H](C1)CCC)[C@H](C(=O)N)CC